NC1=CC(=NC=C1)C=1C=CC=C2C=NC(=NC12)NC1=CC=C(C=C1)N1CCNCC1 8-(4-Aminopyridin-2-yl)-N-(4-(piperazin-1-yl)phenyl)quinazolin-2-amine